Isopropyl ((S)-(((2R,3R,4R,5R)-5-(2-amino-6-(methylamino)-9H-purin-9-yl)-4-fluoro-3-hydroxy-4-(hydroxymethyl)tetrahydrofuran-2-yl)methoxy)(phenoxy)phosphoryl)-L-alaninate NC1=NC(=C2N=CN(C2=N1)[C@H]1[C@]([C@@H]([C@H](O1)CO[P@](=O)(OC1=CC=CC=C1)N[C@@H](C)C(=O)OC(C)C)O)(CO)F)NC